S1C(=CC=C1)N1N=CC=C1C(=O)N (thiophen-2-yl)-1H-pyrazole-5-carboxamide